2,6-diethyl-3,5-dimethylpyrazine C(C)C1=NC(=C(N=C1C)C)CC